Br.BrCC(=O)C1=CC(=NC=C1)C 2-bromo-1-(2-methylpyridin-4-yl)ethanone hydrobromide